Titanium trisulfide [S-2].[S-2].[S-2].[Ti+4]